quinazoline-2,2-d2-8-amine N1C(N=CC2=CC=CC(=C12)N)([2H])[2H]